2-(((R)-1-(3-cyano-2-((R)-4-(3-cyanophenyl)-2-methylpiperazin-1-yl)-7-methyl-4-oxo-4H-pyrido[1,2-a]pyrimidin-9-yl)ethyl)amino)benzoic acid C(#N)C1=C(N=C2N(C1=O)C=C(C=C2[C@@H](C)NC2=C(C(=O)O)C=CC=C2)C)N2[C@@H](CN(CC2)C2=CC(=CC=C2)C#N)C